C(C)(C)(C)OC(NC(O)(O)O)=O trihydroxymethylcarbamic acid tert-butyl ester